C[C@H]1N(CCN(C1)C=1C2=C(N=CN1)N(C=C2N2C(CCC2)=O)C2=CC(=C(C(=C2)F)F)F)C(=O)OC(C)(C)C tert-Butyl (R)-2-methyl-4-(5-(2-oxopyrrolidin-1-yl)-7-(3,4,5-trifluorophenyl)-7H-pyrrolo[2,3-d]pyrimidin-4-yl)piperazine-1-carboxylate